C(C)OC(C1=CC=C(C=C1)N1N=C(C=C1NC(=O)NC1=CC=C(C=C1)N1C=NC2=C1C=CC=C2)C(C)(C)C)=O 4-{5-[3-(4-benzoimidazol-1-yl-phenyl)-ureido]-3-tert-butyl-pyrazol-1-yl}-benzoic acid ethyl ester